4-(4-(((3R,4S)-3-fluoro-1-methylpiperidin-4-yl)amino)-1-(2,2,2-trifluoroethyl)-1H-indol-2-yl)benzaldehyde F[C@@H]1CN(CC[C@@H]1NC1=C2C=C(N(C2=CC=C1)CC(F)(F)F)C1=CC=C(C=O)C=C1)C